ClC1=C(C(=CC=C1)C)NC(=O)C1=CN=C(S1)NC1=NC(=NC(=C1)N1CCOCC1)N1C[C@@H](CC1)O (R)-N-(2-chloro-6-methylphenyl)-2-((2-(3-hydroxypyrrolidin-1-yl)-6-morpholinopyrimidin-4-yl)Amino)thiazole-5-carboxamide